C(C)(C)(C)OC(=O)N1CCC(CC1)OCCOCCOCCN1CCN(CC1)C=1C=C2C(N(C(C2=CC1F)=O)C1C(NC(CC1)=O)=O)=O t-Butyl-4-(2-(2-(2-(4-(2-(2,6-dioxopiperidin-3-yl)-6-fluoro-1,3-dioxoisoindolin-5-yl)piperazin-1-yl)ethoxy)ethoxy)ethoxy)piperidine-1-carboxylate